ClC=1C(=NC(=NC1)NC=1C=CC2=C(CC[C@H](CC2)N2CCCC2)C1)NC1=C(C=CC=C1)S(=O)(=O)ON1CCCC1 (S)-5-chloro-N2-(7-(pyrrolidin-1-yl)-6,7,8,9-tetrahydro-5H-benzo[7]annulen-2-yl)-N4-(2-(pyrrolidin-1-ylsulfo)phenyl)pyrimidine-2,4-diamine